CN1CS(C2=C1C=CC=C2)=O N-methyl-benzothiazolon